BrCC1=C(C=CC=C1C(F)(F)F)[N+](=O)[O-] 2-(bromomethyl)-1-nitro-3-(trifluoromethyl)benzene